2-benzyl-(2s,4r)-4-(4-fluorophenyl)pyrrolidine-1,2-dicarboxylic acid 1-(tert-butyl) ester C(C)(C)(C)OC(=O)N1[C@](C[C@@H](C1)C1=CC=C(C=C1)F)(C(=O)O)CC1=CC=CC=C1